(3S)-4-(8-cyanoquinolin-5-yl)-N-(6-(4-((4-(2-(2,6-dioxopiperidin-3-yl)-1,3-dioxoisoindolin-5-yl)piperazin-1-yl)methyl)piperidin-1-yl)pyridin-3-yl)-3-methylpiperazine-1-carboxamide C(#N)C=1C=CC(=C2C=CC=NC12)N1[C@H](CN(CC1)C(=O)NC=1C=NC(=CC1)N1CCC(CC1)CN1CCN(CC1)C=1C=C2C(N(C(C2=CC1)=O)C1C(NC(CC1)=O)=O)=O)C